C(CCCCCC)OC(C(C)O)O heptoxy-1,2-propanediol